4-[5-[(4-Chloro-1-tetrahydropyren-2-yl-indazol-5-yl)amino]-1-methyl-1,2,4-triazol-3-yl]-2-methoxy-benzoic acid ClC1=C2C=NN(C2=CC=C1NC1=NC(=NN1C)C1=CC(=C(C(=O)O)C=C1)OC)C1CC2=CC=C3C=CC=C4C=CC(C1)C2=C43